C1(CCCC1)OC1=C(C=C(C=C1)N1N=NN=C1)NS(=O)(=O)C=1C=C(C(=O)O)C=CC1C1CC1 3-(N-(2-(cyclopentyloxy)-5-(1H-tetrazol-1-yl)phenyl)sulfamoyl)-4-cyclopropylbenzoic acid